[Ru+2].CC1=C(C(=CC(=C1)C)C)N1C(N(CC1)C1=C(C=C(C=C1C)C)C)=P(C1=C(C(=CC=C1)Cl)Cl)C=C1C(=CC2=CC=CC=C12)C1=CC=CC=C1 [1,3-bis-(2,4,6-trimethylphenyl)-2-imidazolidinylidene]dichloro(phenylindenylidene)(methylphenylphosphine) Ruthenium(II)